(1S,12'R)-6-CHLORO-12'-HYDROXY-9'-METHYL-10'-OXO-3,4-DIHYDRO-2H-SPIRO[NAPHTHALENE-1,19'-[17]OXA[1,9]DIAZATRICYCLO[11.7.2.016,21]DOCOSA[13,15,21]TRIENE]-12'-CARBOXYLIC ACID ClC=1C=C2CCC[C@]3(COC4=CC=C5[C@](CC(N(CCCCCCCN(C3)C4=C5)C)=O)(C(=O)O)O)C2=CC1